BrC1=NSC(=N1)NC1CC1 3-bromo-N-cyclopropyl-1,2,4-thiadiazol-5-amine